(1r,3s,5s)-N-(4-amino-4-(trifluoromethyl)cyclohexyl)-8-(5-(5-fluoro-2-methoxypyridin-4-yl)-1H-pyrazole-3-carbonyl)-8-azabicyclo[3.2.1]octane-3-carboxamide NC1(CCC(CC1)NC(=O)C1C[C@H]2CC[C@@H](C1)N2C(=O)C2=NNC(=C2)C2=CC(=NC=C2F)OC)C(F)(F)F